N1[C@@H](CCC1)C(=O)O prolyl alcohol